C1(=CC=C(C=C1)O)C para-toluol